2-hydroxy-2-(naphthalen-2-yl)acetic acid methyl ester COC(C(C1=CC2=CC=CC=C2C=C1)O)=O